tert-butyl (S)-7-bromo-2-(p-tolyl)-2,3-dihydro-1H-pyrido[2,3-b][1,4]oxazine-1-carboxylate BrC1=CC2=C(OC[C@@H](N2C(=O)OC(C)(C)C)C2=CC=C(C=C2)C)N=C1